ClC1=C(C=CC=C1)CC(=O)NC1=CC(=C(C=C1)C=1C=NC(=CC1)Cl)S(N=CN(C)C)(=O)=O 2-(2-chlorophenyl)-N-[4-(6-Chloropyridin-3-yl)-3-{[(dimethylamino)methylene]-sulfamoyl}phenyl]Acetamide